O1CCC(CC1)N1CCC2(CCNCC2)CC1 9-(tetrahydro-2H-pyran-4-yl)-3,9-diazaspiro[5.5]undecane